zinc carbamic acid salt C(N)([O-])=O.[Zn+2].C(N)([O-])=O